(6-(4-amino-4-methylpiperidin-1-yl)-2-(quinolin-7-yl)imidazo[2,1-b][1,3,4]thiadiazol-5-yl)methanol NC1(CCN(CC1)C=1N=C2SC(=NN2C1CO)C1=CC=C2C=CC=NC2=C1)C